4-Bromophenylpyranylether BrC1=CC=C(C=C1)C=1C(OC=CC1)OC1OC=CC=C1C1=CC=C(C=C1)Br